tertbutyl (6-(3-chloro-2-(furan-3-sulfonamido)pyridin-4-yl)-9,10-dihydro-8H-pyrido[1,6-a:2,3-d']dipyrimidin-2-yl)(methyl)carbamate ClC=1C(=NC=CC1C1=CC2=C(N=C(N=C2)N(C(OC(C)(C)C)=O)C)N2C1=NCCC2)NS(=O)(=O)C2=COC=C2